N,N-dimethyl-3-(N-(4-(trifluoromethyl)phenyl)sulfamoyl)-1H-pyrazole-4-carboxamide CN(C(=O)C=1C(=NNC1)S(NC1=CC=C(C=C1)C(F)(F)F)(=O)=O)C